methyl 3-((2-formylphenoxy)methyl)benzoate C(=O)C1=C(OCC=2C=C(C(=O)OC)C=CC2)C=CC=C1